N1CCNCC1.N1N=C(C=C1)C(=O)N pyrazoloamide compound with piperazine